O=C1NC(CCC1N1C(C2=CC=CC(=C2C1=O)OCCCCCC(=O)N1CCN(CC1)C1=CC=C(C(=O)N2CCC(CC2)CCCCNC(\C=C\C=2C=NC=CC2)=O)C=C1)=O)=O (E)-N-(4-(1-(4-(4-(6-((2-(2,6-dioxopiperidin-3-yl)-1,3-dioxoisoindolin-4-yl)oxy)hexanoyl)piperazin-1-yl)benzoyl)piperidin-4-yl)butyl)-3-(pyridin-3-yl)acrylamide